1'-(7-bromo-6-methylpyrazolo[1,5-a]pyrazin-4-yl)spiro[5H-cyclopenta[b]pyridine-6,4'-piperidine]-7-one BrC1=C(N=C(C=2N1N=CC2)N2CCC1(CC2)CC=2C(=NC=CC2)C1=O)C